((1R,5S,6s)-6-((4-(2-aminopropan-2-yl)-6-(6-azaspiro[2.5]octan-6-yl)pyridin-2-yl)oxy)-3-azabicyclo[3.1.0]hexan-3-yl)(2-methyl-8-(trifluoromethyl)imidazo[1,2-a]pyridin-6-yl)methanone NC(C)(C)C1=CC(=NC(=C1)N1CCC2(CC2)CC1)OC1[C@@H]2CN(C[C@H]12)C(=O)C=1C=C(C=2N(C1)C=C(N2)C)C(F)(F)F